COC(=O)C=1C=C(C=CC1)C1=C(C=CC=C1)O[C@H]1[C@@H]([C@@H](O)[C@@H](O)[C@H](O1)CO)NC(C)=O 2'-(2-acetamido-2-deoxy-β-D-galactopyranosyloxy)-[1,1'-Biphenyl]-3-carboxylic acid methyl ester